FC1=CC=C(C=C1)C1=CC(=C(C=C1)[N+](=O)[O-])NC(=O)N1CC(C1)CNC(OC(C)(C)C)=O tert-butyl ((1-((4'-fluoro-4-nitro-[1,1'-biphenyl]-3-yl)carbamoyl)azetidin-3-yl)methyl)carbamate